CC1(COC2=CC(=CC=C2C1NC(O[C@@H]1CN2CCC1CC2)=O)C2=CC(=CC=C2)S(=O)(=O)N2CCCC2)C (S)-quinuclidin-3-yl (3,3-dimethyl-7-(3-(pyrrolidin-1-ylsulfonyl)phenyl)chroman-4-yl)carbamate